ClC=1C=C2C(CC(OC2=C(C1)Cl)(C)C)NC(=O)[C@H]1[C@@H](C1)[C@@H](N1C(NC(CC1=O)(C)C)=[NH2+])C=1C=[NH+]C=CC1 [1-[(R)-[(1R,2R)-2-[(6,8-dichloro-2,2-dimethyl-chroman-4-yl)carbamoyl]cyclopropyl]-pyridin-1-ium-3-yl-methyl]-4,4-dimethyl-6-oxo-hexahydropyrimidin-2-ylidene]ammonium